4-bromo-4'-(2-isocyanatopropyl)-1,1'-biphenyl BrC1=CC=C(C=C1)C1=CC=C(C=C1)CC(C)N=C=O